tetrahydrofuranopyrrole O1CCC2C1=CCN2